C1(CC1)CC1=NOC=C1C(=O)O 3-(cyclopropylmethyl)isoxazole-4-carboxylic acid